ClC=1C=CC2=C(C(C[C@@H](O2)C(=O)NC23CC(C2)(C3)N3N=CC(=C3)OCCOC(F)F)=O)C1 (2R)-6-chloro-N-(3-{4-[2-(difluoromethoxy)ethoxy]-1H-pyrazol-1-yl}bicyclo[1.1.1]pentan-1-yl)-4-oxo-3,4-dihydro-2H-1-benzopyran-2-carboxamide